7-chloro-1-methyl-6-((6-(methylamino)pyrazolo[1,5-a]pyrazin-3-yl)oxy)-N-(3-(4-methylpiperazin-1-yl)-5-(trifluoromethyl)phenyl)-1H-imidazo[4,5-b]pyridin-2-amine ClC1=C2C(=NC=C1OC=1C=NN3C1C=NC(=C3)NC)N=C(N2C)NC2=CC(=CC(=C2)C(F)(F)F)N2CCN(CC2)C